OC1=CC=CC(=N1)N1C(CCC1)(C(=O)OC)C methyl 1-(6-hydroxypyridin-2-yl)-2-methylpyrrolidine-2-carboxylate